C(#N)C1=CC=C(OC2=CC(=C(C=C2)B(O)O)CCl)C=C1 4-(4-cyano-phenoxy)-2-chloromethylphenylboronic acid